(2R)-2-(5-(4-methoxy-3-propoxyphenyl)pyridin-3-yl)-3-(4-methyl-1,3,2-dioxaborolan-2-yl)propan-1-ol COC1=C(C=C(C=C1)C=1C=C(C=NC1)[C@H](CO)CB1OCC(O1)C)OCCC